NCC1=CC=C(CN2C(=NC=3C2=C2C(=NC3N)C=C(S2)C)CCCC)C=C1 1-(4-(aminomethyl)benzyl)-2-butyl-7-methyl-1H-imidazo[4,5-d]thieno[3,2-b]pyridin-4-amine